P(=O)(O)(O)CN(CCCCCCN(CCCCCCN(CP(=O)(O)O)CP(=O)(O)O)CP(O)(O)=O)CP(=O)(O)O [Bis[6-[bis(phosphonomethyl)amino]hexyl]amino]methylphosphonic acid